11-(2-((2-Hexyldecanoyl)oxy)ethyl)-1-(1H-imidazol-4-yl)-1,10-dioxo-9-oxa-5,6-dithia-2,11-diazatridecan-13-yl 2-hexyldecanoate C(CCCCC)C(C(=O)OCCN(C(OCCSSCCNC(=O)C=1N=CNC1)=O)CCOC(C(CCCCCCCC)CCCCCC)=O)CCCCCCCC